OC=C1CN(CCC1=O)C(=O)OC(C)(C)C tert-butyl 3-(hydroxymethylene)-4-oxopiperidine-1-carboxylate